N1(CCCC1)C1=NC=CC=C1B1OC(C(O1)(C)C)(C)C 2-(pyrrolidin-1-yl)-3-(4,4,5,5-tetramethyl-1,3,2-dioxaborolan-2-yl)pyridine